2-amino-3-(5-methylthiophen-2-yl)propanoic acid hydrochloride Cl.NC(C(=O)O)CC=1SC(=CC1)C